6-(1-(4-Methoxyphenyl)-2-(5-methylpyridin-2-yl)propan-2-yl)pyridin-2(1H)-one COC1=CC=C(C=C1)CC(C)(C1=NC=C(C=C1)C)C1=CC=CC(N1)=O